N,N'-bis(1-nitroacridin-9-yl)pentane-1,5-diamine [N+](=O)([O-])C1=CC=CC2=NC3=CC=CC=C3C(=C12)NCCCCCNC=1C2=CC=CC=C2N=C2C=CC=C(C12)[N+](=O)[O-]